CSC1=NC(=CC(=N1)Cl)Cl 2-methylsulfanyl-4,6-dichloropyrimidine